COC1=CC=C(C=C1)C1(C=CC2=C(O1)C=1C=3C=CC=C(C3C=CC1C1=C2C(C=2C=C(C=CC21)C(F)(F)F)(C)C)OC(=O)C2=CC=C(C=C2)C2=CC=C(C=C2)[C@@H]2CC[C@H](CC2)CCCCC)C2=CC=C(C=C2)OCCCC 6-(4-methoxyphenyl)-6-(4-butoxyphenyl)-9,9-dimethyl-1-((4'-(trans-4-pentylcyclohexyl)-[1,1'-biphenyl]-4-yl)carbonyloxy)-11-trifluoromethyl-6H,9H-indeno[2',3':2,1]phenanthro[4,3-b]pyran